CC1=C(C(=CC(=C1)N)C)N 2,6-dimethyl-1,4-diaminobenzene